1-(13Z-docosenoyl)-2-eicosanoyl-sn-glycero-3-phosphocholine CCCCCCCCCCCCCCCCCCCC(=O)O[C@H](COC(=O)CCCCCCCCCCC/C=C\CCCCCCCC)COP(=O)([O-])OCC[N+](C)(C)C